O=C1NC(CCC1NC(CC1CCOC2=C1C=CC=C2)=O)=O N-(2,6-dioxo-3-piperidinyl)-3,4-dihydro-2H-1-benzopyran-4-acetamide